ClC=1N=C(C2=C(N1)C=CS2)N2CC(CCC2)C(=O)NC2=CC(=C(C=C2)OC)OC 1-(2-chlorothieno[3,2-d]pyrimidin-4-yl)-N-(3,4-dimethoxyphenyl)piperidine-3-carboxamide